[Si](C)(C)(C(C)(C)C)OCCOC1NC=C(N=C1)C(=O)O 5-(2-((tert-butyldimethylsilyl)oxy)ethoxy)-4,5-dihydropyrazine-2-carboxylic acid